(2R,4R)-4-methoxypyrrolidine-1,2-dicarboxylic acid 1-(tert-butyl) 2-methyl ester COC(=O)[C@@H]1N(C[C@@H](C1)OC)C(=O)OC(C)(C)C